4-(1-propionylindolin-5-yl)-N-(pyridin-3-ylmethyl)benzenesulfonamide C(CC)(=O)N1CCC2=CC(=CC=C12)C1=CC=C(C=C1)S(=O)(=O)NCC=1C=NC=CC1